tert-Butyl-2-((3-((2S,E)-7-amino-7-oxo-2-((((tetrahydrofuran-3-yl)oxy)carbonyl)amino)hept-5-enamido)-2-oxopyridin-1(2H)-yl)methyl)-4-isobutyl-1H-benzo[d]imidazol-1-carboxylat C(C)(C)(C)OC(=O)N1C(=NC2=C1C=CC=C2CC(C)C)CN2C(C(=CC=C2)NC([C@H](CC\C=C\C(=O)N)NC(=O)OC2COCC2)=O)=O